CC1=C(C=NC(=C1)N1CCC(CC1)C(F)(F)F)N 4-methyl-6-(4-(trifluoromethyl)piperidin-1-yl)pyridin-3-amine